3-amino-N-(4-((4-amino-2-butyl-1H-imidazo[4,5-c]quinolin-1-yl)methyl)phenyl)propanamide NCCC(=O)NC1=CC=C(C=C1)CN1C(=NC=2C(=NC=3C=CC=CC3C21)N)CCCC